ClC=1N=C(C2=C(N1)C(=C(N=C2)Cl)C)Cl 2,4,7-trichloro-8-methylpyrido[4,3-d]pyrimidine